tert-butyl 5-[8-[4-[(9S)-4,5,9,13-tetramethyl-3-thia-1,8,11,12-tetrazatricyclo[8.3.0.02,6]trideca-2(6),4,7,10,12-pentaen-7-yl]phenyl]-2-azaspiro[4.5]decan-2-yl]pyrazine-2-carboxylate CC=1SC=2N3C(=NN=C3[C@@H](N=C(C2C1C)C1=CC=C(C=C1)C1CCC2(CCN(C2)C=2N=CC(=NC2)C(=O)OC(C)(C)C)CC1)C)C